3,6-diazanonylacetate C(CNCCNCCC)CC(=O)[O-]